ClCC1=CC(=NN1C)C 5-(chloromethyl)-1,3-dimethyl-pyrazole